C(C)(C)(C)OC(=O)N1CCC(CC1)C=1OC2=C(N1)C(=CC(=C2)C=2C=C(C=1N(N2)C=C(N1)C)C)F 4-[6-(2,8-dimethylimidazo[1,2-b]pyridazin-6-yl)-4-fluoro-1,3-benzoxazol-2-yl]piperidine-1-carboxylic acid tert-butyl ester